ClC=1C(=C2C(=NC1C)NC(=C2)C(=O)NC2CC[Si](CCCC2)(C)C)F 5-chloro-N-(1,1-dimethylsilocan-4-yl)-4-fluoro-6-methyl-1H-pyrrolo[2,3-b]pyridine-2-carboxamide